N-β-hydroxyethylmorpholine OCCN1CCOCC1